tert-butyl N-[1-[2-[[1-(2-hydroxyethyl)pyrazol-4-yl]amino]-8-methyl-7-oxo-pyrido[2,3-d]pyrimidin-6-yl]-3,4-dihydro-2H-quinolin-4-yl]carbamate OCCN1N=CC(=C1)NC=1N=CC2=C(N1)N(C(C(=C2)N2CCC(C1=CC=CC=C21)NC(OC(C)(C)C)=O)=O)C